(8-chloro-4-oxo-4H-benzopyran-2-yl)-[1,1'-biphenyl]-4-carboxylic acid ClC1=CC=CC=2C(C=C(OC21)C2=C(C=CC(=C2)C(=O)O)C2=CC=CC=C2)=O